[Cu+2].N1=C(C=CC2=CC=CC=C12)C(=O)[O-].N1=C(C=CC2=CC=CC=C12)C(=O)[O-] quinolate copper